CC1=NC=C(C(=N1)OC=1C=NC(=CC1)C(F)(F)F)C=1CC=NCC1 4-(2-methyl-4-((6-(trifluoromethyl)pyridin-3-yl)oxy)pyrimidin-5-yl)-3,6-dihydropyridin